tert-Butyl benzoyl((4R,5R,6R)-4-(6-bromo-3-fluoropyridin-2-yl)-5-fluoro-4-methyl-6-(trifluoromethyl)-5,6-dihydro-4H-1,3-oxazin-2-yl)carbamate C(C1=CC=CC=C1)(=O)N(C(OC(C)(C)C)=O)C=1O[C@H]([C@@H]([C@@](N1)(C)C1=NC(=CC=C1F)Br)F)C(F)(F)F